4-(methylsulfonyl)benzenesulfonamide ethane-1,2-diyl-diacrylate C(CC=CC(=O)O)C=CC(=O)O.CS(=O)(=O)C1=CC=C(C=C1)S(=O)(=O)N